COC=1C(=C(CN(C(=O)C=2C=C(N(C2C)C)C2=C(C(=O)OC)C=CC(=C2)S(=O)(=O)C)C2=CC=C(C=C2)OCOCC[Si](C)(C)C)C=CC1)C Methyl 2-(4-{[(3-methoxy-2-methylbenzyl)(4-{[2-(trimethylsilyl)ethoxy]methoxy}phenyl)amino]carbonyl}-1,5-dimethyl-1H-pyrrol-2-yl)-4-(methylsulfonyl)benzoate